(S)-3-(benzyloxy)-5-hydroxy-4-(4-((1-methyl-5-oxopyrrolidin-3-yl)amino)isoindoline-2-carbonyl)benzonitrile C(C1=CC=CC=C1)OC=1C=C(C#N)C=C(C1C(=O)N1CC2=CC=CC(=C2C1)N[C@@H]1CN(C(C1)=O)C)O